Ethyl (S)-4,5,6,7-tetrahydro-1H-benzo[d][1,2,3]triazole-5-carboxylate N1N=NC2=C1CC[C@@H](C2)C(=O)OCC